(S)-1-(3-((4-((3-chloro-2-fluoro-4-(1-methylcyclobutoxy)phenyl)-amino)pyrido[3,2-d]pyrimidin-6-yl)oxy)pyrrolidin-1-yl)prop-2-en-1-one ClC=1C(=C(C=CC1OC1(CCC1)C)NC=1C2=C(N=CN1)C=CC(=N2)O[C@@H]2CN(CC2)C(C=C)=O)F